[O].[In] Indium Oxygen